2-phenoxy-1-propyl benzoate C(C1=CC=CC=C1)(=O)OCC(C)OC1=CC=CC=C1